4-[2-(2-Chloro-3-methyl-4-pyridyl)ethynyl]-1-(6-methoxy-3-pyridyl)-5-methyl-imidazole-2-carboxamide ClC1=NC=CC(=C1C)C#CC=1N=C(N(C1C)C=1C=NC(=CC1)OC)C(=O)N